4-(3-(2-chloro-5-(methylsulfonyl)phenyl)-1,4-oxazepan-4-yl)-6-methylpyrimidin-2-amine ClC1=C(C=C(C=C1)S(=O)(=O)C)C1COCCCN1C1=NC(=NC(=C1)C)N